bissulfate boron [B+3].S(=O)(=O)([O-])[O-].S(=O)(=O)([O-])O